CN1C(=NC=C1)C(=O)NC=1C=NC(=NC1)C1=NC=CC=C1 1-methyl-N-(2-(pyridin-2-yl)pyrimidin-5-yl)-1H-imidazole-2-carboxamide